N1=CC(=CC=C1)N1N=C2C=CC=CC2=C1 2-(pyridin-3-yl)-2H-indazole